tert-butyl (2R,3S,4S)-4-[(tert-butoxycarbonyl)oxy]-3-[(4-nitrophenoxycarbonyl)oxy]-2-[(4-propoxyphenyl)methyl]pyrrolidine-1-carboxylate C(C)(C)(C)OC(=O)O[C@@H]1[C@H]([C@H](N(C1)C(=O)OC(C)(C)C)CC1=CC=C(C=C1)OCCC)OC(=O)OC1=CC=C(C=C1)[N+](=O)[O-]